ClC=1C=C(C(=O)NC2=C3C(N(C=NC3=CC=C2)CC2=CC(=CC=C2)C(F)(F)F)=O)C=C(C1O)C#N 3-chloro-5-cyano-4-hydroxy-N-(4-oxo-3-(3-(trifluoromethyl)benzyl)-3,4-dihydroquinazolin-5-yl)benzamide